N,N-dimethyl-1-{2-methyl-4-[(7-{8-methyl-1H,2H,3H-pyrido[2,3-b][1,4]oxazin-7-yl}-5H,6H,7H,8H-pyrido[3,4-d]pyrimidin-2-yl)amino]benzoyl}azetidin-3-amin CN(C1CN(C1)C(C1=C(C=C(C=C1)NC=1N=CC2=C(N1)CN(CC2)C2=C(C1=C(OCCN1)N=C2)C)C)=O)C